N1(N=CC=C1)C1CCN(CC1)C(=O)C1=CC(=C2C=C(N=CC2=C1)OCC1=CC=CC=C1)C(=O)N1CCCCC1 (4-(1H-pyrazol-1-yl)piperidin-1-yl)(3-(benzyloxy)-5-(piperidine-1-carbonyl)isoquinolin-7-yl)methanone